2-(1-benzyl-3,3-difluoropiperidin-4-yl)-2,7-diazaspiro[3.5]nonane trifluoroacetate FC(C(=O)O)(F)F.C(C1=CC=CC=C1)N1CC(C(CC1)N1CC2(C1)CCNCC2)(F)F